N1N=NN=C1C1=CC=C(C(=O)N2[C@@H](CN(C[C@H]2C)C(=O)C2=C(C=C(C=C2)OC)F)C)C=C1 ((3R,5R)-4-(4-(1H-tetrazol-5-yl)benzoyl)-3,5-dimethylpiperazin-1-yl)(2-fluoro-4-methoxyphenyl)methanone